Butyl 3-{[(4-cyanopyridin-3-yl)oxy]methyl}pyrrolidine-1-carboxylate C(#N)C1=C(C=NC=C1)OCC1CN(CC1)C(=O)OCCCC